COC=1C(=NC=CC1C1=NN(N=C1)C)NC1=C(N=NC(=C1)NC(=O)[C@@H]1[C@@H](C1)C)C(=O)NC([2H])([2H])[2H] 4-{[3-methoxy-4-(2-methyl-2H-1,2,3-triazol-4-yl)pyridin-2-yl]amino}-N-(2H3)methyl-6-[(1S,2R)-2-methylcyclopropaneamido]pyridazine-3-carboxamide